ClC1=C(C=CC(=C1)Cl)N1CCC(CC1)(C(=O)N[C@@H]1CN(CC1)C)C=1C=NC(=CC1)C1=C(C=CC=C1)OCC 1-(2,4-dichlorophenyl)-4-[6-(2-ethoxyphenyl)pyridin-3-yl]-N-[(3S)-1-methylpyrrolidin-3-yl]piperidine-4-carboxamide